3-bromo-6,7-dihydro-5H-pyrrolo[4,3-b]pyridin-5-one BrC=1C=C2C(=NC1)CNC2=O